2-(3-bromo-4-methoxyphenyl)-3-(4-chlorophenyl)sulfonyl-1,3-thiazolidine BrC=1C=C(C=CC1OC)C1SCCN1S(=O)(=O)C1=CC=C(C=C1)Cl